ClC1=C(C=CC=C1)C(=C(C(NC1=CC=C2C(=C1)NC(C21CCOCC1)=O)=O)NC(=O)C=1N(N=CC1)C)C N-{3-(2-Chlorophenyl)-1-oxo-1-[(2-oxospiro[1H-indole-3,4'-oxane]-6-yl)amino]but-2-en-2-yl}-2-methylpyrazole-3-carboxamide